S(C(C(=O)O)CC(=O)O)C(C(=O)O)CC(=O)O 2,2'-thiodisuccinic acid